CCCCC=C(CC)OS(=O)(=O)C(F)(F)F Octane-5-en-6-yl-trifluoromethanesulfonic acid